N1C(=NCC1)C=1C=CC(=C(C(=O)N)C1)N1C[C@@H](CC1)OC1=NC=C(C=C1)C(F)(F)F (R)-5-(4,5-dihydro-1H-imidazol-2-yl)-2-(3-(5-(trifluoromethyl)pyridin-2-yloxy)pyrrolidin-1-yl)benzamide